1-(4-fluorobenzyl)-4-(4-(4,4,5,5-tetramethyl-1,3,2-dioxaborolan-2-yl)phenyl)-1H-1,2,3-triazole FC1=CC=C(CN2N=NC(=C2)C2=CC=C(C=C2)B2OC(C(O2)(C)C)(C)C)C=C1